4-methyl-3-(methylsulfonyl)-N-((2-((1-(pyrimidin-2-yl)piperidin-4-yl)methyl)-1,6-naphthyridin-7-yl)methyl)benzamide CC1=C(C=C(C(=O)NCC2=NC=C3C=CC(=NC3=C2)CC2CCN(CC2)C2=NC=CC=N2)C=C1)S(=O)(=O)C